COC=1C=C(C=CC1OC)C=1C(=NN2C1N=C(N=C2NCC=2OC(=CC2)C)C)C 8-(3,4-Dimethoxyphenyl)-2,7-dimethyl-N-[(5-methyl-2-furyl)methyl]pyrazolo[1,5-a][1,3,5]triazin-4-amin